N-{5-[2-(2-chloro-4-fluorophenyl)acetylamino]pyridazin-3-yl}-N-(3-fluorophenyl)acetamide 5,11,14-eicosatrienoate C(CCCC=CCCCCC=CCC=CCCCCC)(=O)O.ClC1=C(C=CC(=C1)F)CC(=O)NC=1C=C(N=NC1)N(C(C)=O)C1=CC(=CC=C1)F